N-[(1R,3S)-3-(3-methoxy-1,2,4-triazol-1-yl)cyclohexyl]-4-(oxetan-3-yloxy)-5-(trifluoromethyl)pyrimidin-2-amine COC1=NN(C=N1)[C@@H]1C[C@@H](CCC1)NC1=NC=C(C(=N1)OC1COC1)C(F)(F)F